4,5-dimethoxy-pyrimidin-2-amine COC1=NC(=NC=C1OC)N